6-hydroxy-hexyl methacrylate C(C(=C)C)(=O)OCCCCCCO